3-(5-isopropylfuran-2-yl)-5,6,7,8-tetrahydro-[1,2,4]triazolo[4,3-a]pyrazine hydrochloride Cl.C(C)(C)C1=CC=C(O1)C1=NN=C2N1CCNC2